(3S,4S)-1-(3-(((S)-3-(hexylcarbamoyl)-4-octanoylpiperazin-1-yl)sulfonyl)benzoyl)-N3,N4-bis((1S,2R)-2-phenylcyclopropyl)pyrrolidine-3,4-dicarboxamide C(CCCCC)NC(=O)[C@@H]1CN(CCN1C(CCCCCCC)=O)S(=O)(=O)C=1C=C(C(=O)N2C[C@H]([C@@H](C2)C(=O)N[C@@H]2[C@H](C2)C2=CC=CC=C2)C(=O)N[C@@H]2[C@H](C2)C2=CC=CC=C2)C=CC1